S1C=NC2=C1C=CC(=C2)NC2=CC=NC1=CC=C(C=C21)C2=C(C=C(C(=O)N)C=C2)F 4-(4-(benzo[d]thiazol-5-ylamino)quinolin-6-yl)-3-fluorobenzamide